ClC1=C(CCN2CC(C(CC2)(O)C=2C=C(C#N)C=CC2)CN(C)C)C=CC(=C1)F 3-(1-(2-chloro-4-fluorophenethyl)-3-((dimethylamino)methyl)-4-hydroxypiperidin-4-yl)benzonitrile